(3R,4R)-4-(((5-(2,2'-dichloro-3'-(pyrido[3,4-b]pyrazin-5-ylamino)-[1,1'-biphenyl]-3-yl)-3-methoxypyrazin-2-yl)methyl)amino)tetrahydro-2H-pyran-3-ol ClC1=C(C=CC=C1C=1N=C(C(=NC1)CN[C@H]1[C@H](COCC1)O)OC)C1=C(C(=CC=C1)NC1=NC=CC=2C1=NC=CN2)Cl